2-bromo-4,5-difluorobenzotrifluoride BrC1=C(C=C(C(=C1)F)F)C(F)(F)F